trimethylene glycol bis(p-aminobenzoate) NC1=CC=C(C(=O)OCCCOC(C2=CC=C(C=C2)N)=O)C=C1